3-((4,4-bis(octyloxy)butanoyl)oxy)-2-((((4-nitrophenoxy)carbonyl)oxy)methyl)propyl nonanoate C(CCCCCCCC)(=O)OCC(COC(CCC(OCCCCCCCC)OCCCCCCCC)=O)COC(=O)OC1=CC=C(C=C1)[N+](=O)[O-]